2,3,4,9-tetrahydro-1H-β-carboline C1NCCC=2C3=CC=CC=C3NC12